(R)-5-((((3'-chloro-2'-(2-chloro-3-((2-fluoro-3-(((2-hydroxy-2-methylpropyl)amino)methyl)phenyl)amino)phenyl)-6-methoxy-[2,4'-bipyridin]-5-yl)methyl)amino)methyl)pyrrolidin-2-one ClC=1C(=NC=CC1C1=NC(=C(C=C1)CNC[C@H]1CCC(N1)=O)OC)C1=C(C(=CC=C1)NC1=C(C(=CC=C1)CNCC(C)(C)O)F)Cl